C1(=CC=CC=C1)CCC1NCCC2=CC(=C(C=C12)O)O 2-phenylethyl-1,2,3,4-tetrahydroisoquinoline-6,7-diol